CS(=O)(=N)C1=CC=C2C(=N1)C=C(S2)C(=O)O 5-(methylsulfonimidoyl)thieno[3,2-b]pyridine-2-carboxylic acid